C1(CC1)OC1=NC=CC=C1C=1C=NN2C1N=C(C=C2)NCCNC N'-[3-[2-(cyclopropoxy)-3-pyridyl]pyrazolo[1,5-a]pyrimidin-5-yl]-N-methyl-ethane-1,2-diamine